4-((2,3-dimethyl-imidazol-1-yl)methyl)-4'-methyl-2,2'-bipyridine CC1N(C=CN1C)CC1=CC(=NC=C1)C1=NC=CC(=C1)C